OC[C@@H]1C(OCCC(N1)=O)([2H])[2H] (R)-3-(Hydroxymethyl)-1,4-oxazepan-5-one-2,2-d2